5-fluoro-4-(5-fluoro-1,1-dimethyl-2,3-dihydro-1H-benzo[d]pyrrolo[1,2-a]imidazol-7-yl)-N-(5-((9-methyl-3,9-diazaspiro[5.5]undecan-3-yl)methyl)pyridin-2-yl)pyrimidin-2-amine FC=1C(=NC(=NC1)NC1=NC=C(C=C1)CN1CCC2(CC1)CCN(CC2)C)C2=CC1=C(N=C3N1C(CC3)(C)C)C(=C2)F